C1(CC1)C=1N=C2N(N=CC=C2)C1 cyclopropylimidazo[1,2-b]pyridazine